[Na+].[Na+].[Na+].N#C[S-].N#C[S-].N#C[S-] Trithiocyanic acid trisodium salt